BrC1=CC=C(C=C1)C1=NC=C(C(=C1)N)Cl (4-bromophenyl)-5-chloropyridin-4-amine